7-(5-amino-4-methylpyridin-3-yl)-6-fluoro-N~2~-(2'-methyl-2',3'-dihydro-1'H-spiro[cyclopropane-1,4'-isoquinolin]-7'-yl)quinazoline-2,5-diamine NC=1C(=C(C=NC1)C=1C(=C(C=2C=NC(=NC2C1)NC1=CC=C2C3(CN(CC2=C1)C)CC3)N)F)C